1-(6-chloro-4-(2-chlorophenyl)-2-methyl-3-quinolinyl)ethanone ClC=1C=C2C(=C(C(=NC2=CC1)C)C(C)=O)C1=C(C=CC=C1)Cl